2,6-dichloro-N-methyl-N-(3,4,5-trifluorobenzyl)benzamide ClC1=C(C(=O)N(CC2=CC(=C(C(=C2)F)F)F)C)C(=CC=C1)Cl